NC(CN1CC2=CC(=CC=C2C(C1)C)C(=O)NC=1C=NC=C(C1)N1CCCC1)=O 2-(2-amino-2-oxo-ethyl)-4-methyl-N-(5-pyrrolidin-1-yl-3-pyridyl)-3,4-dihydro-1H-isoquinoline-7-carboxamide